2',2''-(propane-1,3-diylbis(oxy))bis(5'-dimethylamino-3-(3,6-di-tert-butyl-9H-carbazol-9-yl)-3'-methyl-5-(2,4,4-trimethylpentan-2-yl)biphenyl-2-ol) hafnium [Hf].C(CCOC1=C(C=C(C=C1C)N(C)C)C=1C(=C(C=C(C1)C(C)(CC(C)(C)C)C)N1C2=CC=C(C=C2C=2C=C(C=CC12)C(C)(C)C)C(C)(C)C)O)OC1(C(=CC(=CC1N1C2=CC=C(C=C2C=2C=C(C=CC12)C(C)(C)C)C(C)(C)C)C(C)(CC(C)(C)C)C)C1=CC(=CC(=C1)N(C)C)C)O